[Na+].C1(CC1)C1=NC=CC=C1C(S(=O)(=O)[O-])O (2-Cyclopropylpyridin-3-yl)(hydroxy)methanesulfonic acid sodium salt